CSC(NC)=N N-methyl-carbamimidothioic ACID METHYL ESTER